C(C)C=1C(=CC=C2C=C(C=C(C12)C1=C(C=C2C(=NC(=NC2=C1F)OC[C@]12CCCN2C[C@@H](C1)F)N1S(NCC12CNCCC2)(=O)=O)F)O)F (7-(8-ethyl-7-fluoro-3-hydroxynaphthalen-1-yl)-6,8-difluoro-2-(((2r,7as)-2-fluorohexahydro-1H-pyrrolizin-7a-yl)methoxy)quinazolin-4-yl)-2-thia-1,3,7-triazaspiro[4.5]decane 2,2-dioxide